C1(=CC=CC=C1)N(CCO)CCO phenyl-diethanolamine